2-((4-((5-Cyclopropyl-3-(2,6-dichlorophenyl)isoxazol-4-yl)methoxy)bicyclo[2.2.2]octan-1-yl)methoxy)-4-fluorobenzo[d]thiazol C1(CC1)C1=C(C(=NO1)C1=C(C=CC=C1Cl)Cl)COC12CCC(CC1)(CC2)COC=2SC1=C(N2)C(=CC=C1)F